2,4-bis[(tert-butoxycarbonyl)amino]butanoic acid C(C)(C)(C)OC(=O)NC(C(=O)O)CCNC(=O)OC(C)(C)C